Tetrahydro-N-propylcarbazol C(CC)N1C2=CC=CC=C2C=2CCCCC12